4-((3-((tert-butoxycarbonyl)amino)azetidin-1-yl)methyl)picolinic acid C(C)(C)(C)OC(=O)NC1CN(C1)CC1=CC(=NC=C1)C(=O)O